BrCC1(CC(C(O1)=O)=C)C 5-(bromomethyl)-5-methyl-3-methylenedihydrofuran-2(3H)-one